N-[(1S,2R)-1-[(1R,2S,5S)-6,6-dimethyl-2-[[[(3S)-2-oxopyrrolidin-3-yl]methylamino]carbamoyl]-3-azabicyclo[3.1.0]hexane-3-carbonyl]-2-methyl-butyl]-2,2-difluoro-acetamide CC1([C@H]2CN([C@@H]([C@@H]12)C(NNC[C@H]1C(NCC1)=O)=O)C(=O)[C@H]([C@@H](CC)C)NC(C(F)F)=O)C